C(C)(C)(C)OC(=O)N1C(CCC(C1)C)C=1C=CC2=C(N=C(S2)N2[C@H](COCC2)C)C1 5-Methyl-2-(2-((S)-3-methylmorpholino)benzo[d]thiazol-5-yl)piperidine-1-carboxylic acid tert-butyl ester